3-amino-5-hydroxy-1-(4-morpholinophenyl)piperidin-2-one hydrochloride Cl.NC1C(N(CC(C1)O)C1=CC=C(C=C1)N1CCOCC1)=O